(2S)-3-(5-bromo-2-methylphenyl)-2-(9H-fluoren-9-ylmethoxycarbonylamino)propionic acid BrC=1C=CC(=C(C1)C[C@@H](C(=O)O)NC(=O)OCC1C2=CC=CC=C2C=2C=CC=CC12)C